ClC1=C(C=NN1C(CO)(C)C)S(=O)(=O)NC=1C=CC(=C2C(=CNC12)C#N)Cl 5-Chloro-N-(4-chloro-3-cyano-1H-indol-7-yl)-1-(2-hydroxy-1,1-dimethylethyl)pyrazol-4-sulfonamid